IC1=CC(O)=C2C=3[C@@]45[C@@H](O2)[C@@H](O)C=C[C@H]4[C@@H](CC13)N(C)CC5 1-Iodomorphine